4-((4-Methoxycyclohexyl)amino)-N-(4-morpholinophenyl)-2-oxo-1,2-dihydropyridine-3-carboxamide COC1CCC(CC1)NC1=C(C(NC=C1)=O)C(=O)NC1=CC=C(C=C1)N1CCOCC1